[Si](C1=CC=CC=C1)(C1=CC=CC=C1)(C(C)(C)C)OC[C@H]1[C@@H](C1)\C=N\[S@](=O)C(C)(C)C (NE,R)-N-[[(1R,2R)-2-[[tert-butyl(diphenyl)silyl]oxymethyl]cyclopropyl]methylene]-2-methyl-propane-2-sulfinamide